ClC[C@@H](CNC(=O)C=1C=NN2C1N=C(C=C2)N2[C@H](CCC2)C=2C(=NC=C(C2)F)OC)O N-((R)-3-chloro-2-hydroxypropyl)-5-((R)-2-(5-fluoro-2-methoxypyridin-3-yl)pyrrolidin-1-yl)pyrazolo[1,5-a]pyrimidine-3-carboxamide